FC=1C=C(C(=C(C1)C=1C(=NC=CC1)OC)N=C=O)C (5-fluoro-2-isocyanato-3-methylphenyl)-2-methoxypyridine